1,1,1,3,3,3-hexafluoro-2-(trifluoromethyl)-2-propanolate FC(C(C(F)(F)F)([O-])C(F)(F)F)(F)F